3-((4-ethylphenyl)sulfonyl)-4-(4-ethylpiperazin-1-yl)-6-methoxyquinoline C(C)C1=CC=C(C=C1)S(=O)(=O)C=1C=NC2=CC=C(C=C2C1N1CCN(CC1)CC)OC